NC(CC1=CC=C(C=C1)C1=CC=C(C=C1)C=1C=C2C(=NNC2=CC1Cl)CCC(=O)O)=O 3-(5-(4'-(2-amino-2-oxoethyl)-[1,1'-biphenyl]-4-yl)-6-chloro-1H-indazol-3-yl)propanoic acid